C(C)(C)(C)C=1C(=C(C(=C(C1)S)C(C)(C)C)C(C)(C)C)C(C)(C)C tetra-tert-butylthiophenol